2-((R)-1-(tert-Butoxycarbonyl)piperidin-3-yl)-2-hydroxyacetic acid C(C)(C)(C)OC(=O)N1C[C@@H](CCC1)C(C(=O)O)O